C(C)(C)(C)C1CC=C(CC1)B(O)O 4-T-BUTYLCYCLOHEXEN-1-YLBORONIC ACID